(6-isopropyl-5-(8-methyl-[1,2,4]triazolo[1,5-a]pyridin-6-yl)-4H-pyrrolo[3,2-d]thiazol-2-yl)(pyrrolidin-1-yl)methanone C(C)(C)C1=C(NC2=C1N=C(S2)C(=O)N2CCCC2)C=2C=C(C=1N(C2)N=CN1)C